ethyl 3-{[4-(4-{3-[(4-{2-[1-(aminomethyl)cyclopropyl]acetamido}-1-methylimidazol-2-yl)formamido]propanamido}-1-methylpyrrole-2-amido)-1-methylimidazol-2-yl] formamido}propanoate NCC1(CC1)CC(=O)NC=1N=C(N(C1)C)C(=O)NCCC(=O)NC=1C=C(N(C1)C)C(=O)NC=1N=C(N(C1)C)C(=O)NCCC(=O)OCC